3-Fluoro-5-methyl-4-(3-(6-(4-methylpiperazin-1-yl)pyrid-3-yl)-6-oxo-1H-pyrazolo[4,3-c]pyridazin-5(6H)-yl)benzonitril FC=1C=C(C#N)C=C(C1N1N=C2C(=CC1=O)NN=C2C=2C=NC(=CC2)N2CCN(CC2)C)C